3-(aminomethyl)-2-methylhexane NCC(C(C)C)CCC